2'-chloro-4'-phenylspiro[adamantane-2,9'-fluorene] ClC1=CC=2C3(C4=CC=CC=C4C2C(=C1)C1=CC=CC=C1)C1CC2CC(CC3C2)C1